tert-Butyl 3-(5-(allyloxy)-7-(thiazol-2-yl)benzo[d]oxazol-2-yl)-3,8-diazabicyclo[3.2.1]octane-8-carboxylate C(C=C)OC=1C=C(C2=C(N=C(O2)N2CC3CCC(C2)N3C(=O)OC(C)(C)C)C1)C=1SC=CN1